1-aziridinylphosphin oxide N1(CC1)[PH2]=O